CC=1C=C(CN2C3(CC3)[C@H]([C@@H](C2)C=2C=NC=C(C2)OC)C#N)C=CC1C |r| racemic-trans-4-(3,4-dimethylbenzyl)-6-(5-methoxypyridin-3-yl)-4-azaspiro[2.4]heptane-7-carbonitrile